N1C(CCC2=CC=CC=C12)=O Dihydro-quinolin-2-one